tert-butyl N-[(1S)-2-[3-chloro-2-(3-fluoro-6-methoxy-pyridine-2-carbonyl)-4-(trifluoromethyl)anilino]-1-methyl-2-oxo-ethyl]carbamate ClC=1C(=C(NC([C@H](C)NC(OC(C)(C)C)=O)=O)C=CC1C(F)(F)F)C(=O)C1=NC(=CC=C1F)OC